N5-[(dimethylamino)iminomethyl]-L-ornithine CN(C)N=CNCCC[C@H](N)C(=O)O